BrC1=CN=C(S1)C=1C=C2CC(N3C(C2=CC1OC)CC(C(=C3)C(=O)OCC)=O)C(C)C ethyl 9-(5-bromothiazol-2-yl)-6-isopropyl-10-methoxy-2-oxo-2,6,7,11b-tetrahydro-1H-pyrido[2,1-a]isoquinoline-3-carboxylate